(R)-2-(benzyloxycarbonylamino)-2-(oxetan-3-yl)acetic acid C(C1=CC=CC=C1)OC(=O)N[C@@H](C(=O)O)C1COC1